ClC=1C=C(C=C(C1)/C=N/C(C(C)C)O)O (E)-3-chloro-5-((1-hydroxy-2-methylpropyl-imino)meth-yl)phenol